4-nitrobenzenediazonium [N+](=O)([O-])C1=CC=C(C=C1)[N+]#N